perfluorotetrahydrofuran FC1(OC(C(C1(F)F)(F)F)(F)F)F